5-(benzoyloxy)-4-(4-fluorophenyl)-1-phenyl-3-(trifluoromethyl)-4,5-dihydro-1H-pyrazolo[4,3-f][1,4]oxazepin C(C1=CC=CC=C1)(=O)ON1C=COC2=C(C1C1=CC=C(C=C1)F)C(=NN2C2=CC=CC=C2)C(F)(F)F